6,7-dimethoxy-2-methyl-N-{1-[5-(1H-pyrrolo[2,3-b]pyridin-5-yl)thiophen-2-yl]ethyl}quinazolin-4-amine COC=1C=C2C(=NC(=NC2=CC1OC)C)NC(C)C=1SC(=CC1)C=1C=C2C(=NC1)NC=C2